(4S,5R,6R)-5-acetylamino-4-amino-6-[(1R,2R)-2,3-dihydroxy-1-methoxypropyl]-5,6-dihydro-4H-pyran-2-carboxylic acid methyl ester hydrochloride Cl.COC(=O)C=1O[C@H]([C@@H]([C@H](C1)N)NC(C)=O)[C@@H]([C@@H](CO)O)OC